C(C)(C)(C)OC(NCCCN(S(=O)(=O)C1=C(C=CC=C1)[N+](=O)[O-])CCCCCCNC(=O)OC(C)(C)C)=O.C(C)(C)(C)OC(=O)NCCCCCCNCCCNC(OC(C)(C)C)=O Tert-butyl N-[3-({6-[(tert-butoxycarbonyl)amino]hexyl}amino)propyl]carbamate Tert-butyl-N-[3-(N-{6-[(tert-butoxycarbonyl)amino]hexyl}2-nitrobenzenesulfonamido)propyl]carbamate